1-[(3S)-3-[4-[3-Chloro-4-(difluoromethoxy)anilino]pyrido[3,4-d]pyrimidin-6-yl]oxypyrrolidin-1-yl]prop-2-en-1-one ClC=1C=C(NC=2C3=C(N=CN2)C=NC(=C3)O[C@@H]3CN(CC3)C(C=C)=O)C=CC1OC(F)F